C(#N)C12CC(C1)(C2)C(=O)NC2=CNC1=CC=C(C=C21)COCC2=CC=C(C=C2)C(F)(F)F 3-cyano-N-(5-(((4-(trifluoromethyl)benzyl)oxy)methyl)-1H-indol-3-yl)bicyclo[1.1.1]pentane-1-carboxamide